(6-(3,5-dimethylisoxazol-4-yl)-2-((tetrahydro-2H-pyran-4-yl)amino)-1H-benzo[d]imidazol-1-yl)benzoic acid CC1=NOC(=C1C=1C=CC2=C(N(C(=N2)NC2CCOCC2)C2=C(C(=O)O)C=CC=C2)C1)C